N(=[N+]=[N-])C=1C=C2C(=CC1)NC([C@@]21CN(CC1)C([C@@H](N(C)C(=O)C=1NC2=CC(=CC(=C2C1)F)F)CC(C)C)=O)=O (3R,5'S)-5-azido-1'-(N-(4,6-difluoro-1H-indole-2-carbonyl)-N-methyl-L-leucyl)-2-oxospiro[indoline-3,3'-pyrrolidine]